O=CCC[C@@H]1CC[C@H](CC1)NC(OC(C)(C)C)=O tert-butyl (trans-4-(3-oxopropyl)cyclohexyl)carbamate